FC(C(C)(C)C1=NNC(=N1)CNC(=O)C1CC2=CC=CC=C2C1)(F)F N-((3-(1,1,1-trifluoro-2-methylpropan-2-yl)-1H-1,2,4-triazol-5-yl)methyl)-2,3-dihydro-1H-indene-2-carboxamide